C1(=CC=CC=C1)N(C=1C=CC=2N(C3=CC=C(C=C3C2C1)N(C1=CC=CC=C1)C1=CC=CC=C1)C1C(CC1)N1C2=CC=C(C=C2C=2C=C(C=CC12)N(C1=CC=CC=C1)C1=CC=CC=C1)N(C1=CC=CC=C1)C1=CC=CC=C1)C1=CC=CC=C1 1,2-bis(3,6-bis-diphenylamino-9H-carbazol-9-yl)cyclobutane